S1(N=CCC1)(=O)=O 4,5-Dihydroisothiazole 1,1-dioxide